N-(4-cyclobutyl-3-(3,3-difluoro-cyclobutyl)-1-methyl-1H-pyrazol-5-yl)-1-(trifluoromethyl)-cyclopropane-1-carboxamide C1(CCC1)C=1C(=NN(C1NC(=O)C1(CC1)C(F)(F)F)C)C1CC(C1)(F)F